2-Methyl-5-(6-methylimidazo[1,2-a]pyrimidin-2-yl)aniline ethyl-4-nitro-α-cyanocinnamate C(C)OC(C(=CC1=CC=C(C=C1)[N+](=O)[O-])C#N)=O.CC1=C(N)C=C(C=C1)C=1N=C2N(C=C(C=N2)C)C1